dichloropentamethyl-cyclopentadienyl-rhodium Cl[Rh](C1(C(=C(C(=C1C)C)C)C)C)Cl